C(CCCCCCCCC)(=O)N[C@H](CSCC1=CC=C(C(=O)N2C[C@H]([C@@H](C2)C(=O)N[C@@H]2[C@H](C2)C2=CC=CC=C2)C(=O)N[C@@H]2[C@H](C2)C2=CC=CC=C2)C=C1)C(=O)NCCCCCC (3S,4S)-1-(4-((((S)-2-decanamido-3-(hexylamino)-3-oxopropyl)thio)methyl)benzoyl)-N3,N4-bis((1S,2R)-2-phenylcyclopropyl)pyrrolidine-3,4-dicarboxamide